5-[1-(2-difluoromethyl-6-fluoro-phenyl)-piperidin-4-yl]-2-methyl-7-(2-trifluoromethyl-benzyl)-2,4,5,7-tetrahydro-pyrazolo[3,4-d]pyrimidin-6-one FC(C1=C(C(=CC=C1)F)N1CCC(CC1)N1C(N(C=2C(C1)=CN(N2)C)CC2=C(C=CC=C2)C(F)(F)F)=O)F